C(#N)C1=CC=C(CNC(=O)C2=NN(C=3C(N(CCC32)CC3(CC3)S(NC3=NC(=CC=C3)CO)(=O)=O)=O)C)C=C1 N-(4-cyanobenzyl)-6-((1-(N-(6-(hydroxymethyl)pyridin-2-yl)sulfamoyl)cyclopropyl)methyl)-1-methyl-7-oxo-4,5,6,7-tetrahydro-1H-pyrazolo[3,4-c]pyridine-3-carboxamide